2,6-dimethyl-hept-5-enealdehyde CC(C=O)CCC=C(C)C